BrC1=C(C(=CC=C1)OCC)S(=O)(=O)N=CN(C)C N'-(2-Bromo-6-ethoxybenzene-1-sulfonyl)-N,N-dimethylmethanimidamide